bis(1-hexylpyridin-1-ium) bis(tetrafluoroborate) F[B-](F)(F)F.F[B-](F)(F)F.C(CCCCC)[N+]1=CC=CC=C1.C(CCCCC)[N+]1=CC=CC=C1